IC=1C=C(C=CC1)C1=CC=C(C=C1)N(C)C 3'-iodo-N,N-dimethyl-[1,1'-biphenyl]-4-amine